monostearyl-dimethyl-monoethyl-ammonium ethyl-sulfate C(C)OS(=O)(=O)[O-].C(CCCCCCCCCCCCCCCCC)[N+](CC)(C)C